[2-(methylthio)-7-(trifluoromethyl)-4,5-dihydro-3H-1-benzazepin-4-yl]Tert-butyl carbamate C(N)(OC(CC1CC(=NC2=C(C1)C=C(C=C2)C(F)(F)F)SC)(C)C)=O